COC1=NC(=NC(=C1)C1=CN=CN1C)C(=O)NC=1C=NC(=CC1)C(F)(F)F 4-methoxy-6-(1-methyl-1H-imidazol-5-yl)-N-(6-(trifluoromethyl)pyridin-3-yl)pyrimidine-2-carboxamide